C1(CCC1)C=1C(=NC=C(C1)OC1=C(C=C(C=C1Cl)[N+](=O)[O-])Cl)OC 3-cyclobutyl-5-(2,6-dichloro-4-nitrophenoxy)-2-methoxypyridine